FC(C1=CC(=NN1C)C1=NC(=NO1)C1(CC1)C1=C(C(=O)NC)C=CC=C1)F 2-(1-(5-(5-(difluoromethyl)-1-methyl-1H-pyrazol-3-yl)-1,2,4-oxadiazol-3-yl)cyclopropyl)-N-methylbenzamide